NC1(CCN(CC1)C1=NN2C(S1)=NC=C2C2=C(C=CC=C2)OCC(CF)F)CO (4-amino-1-(5-(2-(2,3-difluoropropoxy)phenyl)imidazo[2,1-b][1,3,4]thiadiazol-2-yl)piperidin-4-yl)methanol